fluoro uridine-3'-phosphate P(=O)(O)(O)O[C@H]1[C@H]([C@@](O[C@@H]1CO)(N1C(=O)NC(=O)C=C1)F)O